(S)-2-((tert-butoxycarbonyl)amino)-2-(4,4-difluorocyclohexyl)acetic acid C(C)(C)(C)OC(=O)N[C@H](C(=O)O)C1CCC(CC1)(F)F